(1S,3R)-N1-(2-(trifluoromethyl)quinolin-4-yl)cyclohexane-1,3-diamine FC(C1=NC2=CC=CC=C2C(=C1)N[C@@H]1C[C@@H](CCC1)N)(F)F